(6S)-6-methyl-4-(2,6,8-trifluoro-7-(7-fluoro-8-((triisopropylsilyl)ethynyl)-3-((triisopropylsilyl)oxy)naphthalene-1-yl)quinazolin-4-yl)-1,4-oxazepan-6-ol C[C@@]1(CN(CCOC1)C1=NC(=NC2=C(C(=C(C=C12)F)C1=CC(=CC2=CC=C(C(=C12)C#C[Si](C(C)C)(C(C)C)C(C)C)F)O[Si](C(C)C)(C(C)C)C(C)C)F)F)O